C=C(C)C1=CNC(C2=CC=CC=C12)=O 4-(prop-1-en-2-yl)isoquinolin-1(2H)-one